N-(1-(4-fluorobenzyl)-1H-indazol-3-yl)-2-methylfuran-3-carboxamide FC1=CC=C(CN2N=C(C3=CC=CC=C23)NC(=O)C2=C(OC=C2)C)C=C1